COC1=NC=C(C=C1C(=O)N)NC(C(N1[C@H](CC[C@@H](C1)C)C=1C=CC2=C(N=C(S2)[C@H]2[C@H](CN(CC2)C)C)C1)=O)=O |o1:29,30| 2-methoxy-5-[[2-oxo-2-[(2R,5S)-5-methyl-2-[2-[rel-(3R,4R)-1,3-dimethyl-4-piperidyl]-1,3-benzothiazol-5-yl]-1-piperidyl]acetyl]amino]pyridine-3-carboxamide